NC1=NC=C(C2=C1C(=NN2)C2=CC=C(C=C2)CC(=O)NC2=NOC(=C2)C(C)(C)C)C#C 2-[4-(4-amino-7-ethynyl-1H-pyrazolo[4,3-c]pyridin-3-yl)phenyl]-N-(5-tert-butylisoxazol-3-yl)acetamide